FC(C(CC)=O)(F)F 1,1,1-trifluorobutan-2-one